NC1=C(C=CC(=C1)NCC1=CC=C(C=C1)O)NC([C@@H]([C@H](CCCCCCC)F)F)=O (2S,3S)-N-(2-Amino-4-((4-hydroxybenzyl)amino)phenyl)-2,3-difluorodecanamid